C(C)(C)(C)OC(=O)N1C[C@H](CC1)[C@@H](C(=O)OC(C)(C)C)CC1=CC(=CC=C1)Br (3R)-3-((2S)-3-(3-bromophenyl)-1-(tert-butoxy)-1-oxopropane-2-yl)pyrrolidine-1-carboxylic acid tert-butyl ester